3-fluoro-N-(1H-indazol-4-ylmethyl)-4-(trifluoromethoxy)-benzamide FC=1C=C(C(=O)NCC2=C3C=NNC3=CC=C2)C=CC1OC(F)(F)F